(2-((3S,5R)-3,4,5-trimethylpiperazin-1-yl)pyrimidin-5-yl)boronic acid C[C@H]1CN(C[C@H](N1C)C)C1=NC=C(C=N1)B(O)O